ethyl pyrrolidine-3-carboxylate HCl salt Cl.N1CC(CC1)C(=O)OCC